((1S,4S,6R)-6-((5-chloropyrazin-2-yl)amino)-2-azabicyclo[2.2.1]heptan-2-yl)(5-fluoro-2-(2H-1,2,3-triazol-2-yl)phenyl)methanone ClC=1N=CC(=NC1)N[C@@H]1C[C@@H]2CN([C@H]1C2)C(=O)C2=C(C=CC(=C2)F)N2N=CC=N2